tert-butyl (4S)-4-[3-[[6-[(6-tert-butyl-2-fluoro-pyridine-3-carbonyl)sulfamoyl]-2-pyridyl]amino]-4-(2-pyridyl)butyl]-2,2-dimethyl-pyrrolidine-1-carboxylate C(C)(C)(C)C1=CC=C(C(=N1)F)C(=O)NS(=O)(=O)C1=CC=CC(=N1)NC(CC[C@H]1CC(N(C1)C(=O)OC(C)(C)C)(C)C)CC1=NC=CC=C1